N=1N=CNC(C1)=O 1,2,4-triazin-5-one